C(C)O[Si](C1=CC=C(C=C1)[Si](OCC)(OCC)OCC)(OCC)OCC 1,4-di(triethoxysilyl)benzene